OCC(CC(=O)OC(C)(C)C)CO tert-butyl 4-hydroxy-3-(hydroxymethyl)butanoate